8-(5,6-dichloropyridin-3-yl)-2-(2-(3-ethyl-3-fluoroazetidin-1-yl)-2-oxoethyl)-4-methylpyrrolo[1,2-a]pyrazin-1(2H)-one ClC=1C=C(C=NC1Cl)C=1C=CN2C1C(N(C=C2C)CC(=O)N2CC(C2)(F)CC)=O